C(C)OC(=O)C1CCN(CC1)C1=NC(=CN=C1)CCC1CC1 (6-(2-cyclopropylethyl)pyrazin-2-yl)piperidine-4-carboxylic acid ethyl ester